C(C)(C)(C)OC(=O)N(C(OC(C)(C)C)=O)C1=CC(=NC(=C1)Cl)C(N(C1CC2=CC=CC=C2C1)C(=O)OC(C)(C)C)=O Tert-Butyl (tert-butoxycarbonyl)(2-((tert-butoxycarbonyl)(2,3-dihydro-1H-inden-2-yl)carbamoyl)-6-chloropyridin-4-yl)carbamate